NC=1C(=C(CC=2C(OC3=CC(=CC=C3C2CN(C)C)OCOCCOC)=O)C=CC1)F 3-(3-amino-2-fluorobenzyl)-4-((dimethylamino)methyl)-7-((2-methoxyethoxy)methoxy)-2H-chromen-2-one